C(CCC)C1=CN=C(C(=N1)N1CCC(CC1)(C(=O)OC)C)C1=CC=C(C=C1)OC methyl 1-(6-butyl-3-(4-methoxyphenyl)pyrazin-2-yl)-4-methylpiperidine-4-carboxylate